(E)-1-(2-(aminomethyl)-3-fluoroallyl)-5-ethyl-4,5-dihydropyrrolo[3,4-c]pyrazol-6(1H)-one hydrochloride Cl.NC/C(/CN1N=CC2=C1C(N(C2)CC)=O)=C\F